4-((dimethylamino)methyl)-N-(3-methoxybenzyl)-N-(4-(pyrrolidin-1-yl)benzyl)aniline CN(C)CC1=CC=C(N(CC2=CC=C(C=C2)N2CCCC2)CC2=CC(=CC=C2)OC)C=C1